OCC(C)(C)OC1=C(C=C(C=C1)C(CCC1=C(N=C(S1)C1=CC=C(C=C1)C(F)(F)F)CN1CCN(CC1)C1=CC=C(C=C1)C(C)C)O)C 1-(4-((1-hydroxy-2-methylpropan-2-yl)oxy)-3-methylphenyl)-3-(4-((4-(4-isopropylphenyl)piperazin-1-yl)methyl)-2-(4-(trifluoromethyl)phenyl)thiazol-5-yl)propan-1-ol